C(CCCCCCCCC)(=O)N[C@@H](CNC=1SC2=C(N1)C=CC(=C2)C(=O)N2C[C@H]([C@@H](C2)C(=O)N[C@@H]2[C@H](C2)C2=CC=CC=C2)C(=O)N[C@@H]2[C@H](C2)C2=CC=CC=C2)C(=O)NCCCCCC (3S,4S)-1-(2-(((S)-2-decanamido-3-(hexylamino)-3-oxopropyl)amino)benzo[d]thiazole-6-carbonyl)-N3,N4-bis((1S,2R)-2-phenylcyclopropyl)pyrrolidine-3,4-dicarboxamide